N-(1-(1H-Pyrazolo[3,4-b]pyridin-5-carbonyl)indolin-6-yl)-3-(4-methyl-1H-imidazol-1-yl)-5-(trifluoromethyl)benzamid N1N=CC=2C1=NC=C(C2)C(=O)N2CCC1=CC=C(C=C21)NC(C2=CC(=CC(=C2)C(F)(F)F)N2C=NC(=C2)C)=O